(R)-6-chloro-3-((1-(3-(6-(4-fluorophenyl)pyridin-3-yl)-2,7-dimethyl-1-oxo-1,2-dihydroisoquinolin-5-yl)ethyl)amino)picolinic acid ClC1=CC=C(C(=N1)C(=O)O)N[C@H](C)C1=C2C=C(N(C(C2=CC(=C1)C)=O)C)C=1C=NC(=CC1)C1=CC=C(C=C1)F